COC(=O)C1=C(NC(=C(C1C=1C2=C(SC1)C=CC=C2)C(C)=O)C)C 5-acetyl-4-(benzo[b]thiophen-3-yl)-2,6-dimethyl-1,4-dihydro-pyridine-3-carboxylic acid methyl ester